(R)-cyclopropyl(8-methyl-3-(3-methyl-1,2,4-thiadiazol-5-yl)-5,6-dihydroimidazo[1,5-a]pyrazin-7(8H)-yl)methanone C1(CC1)C(=O)N1[C@@H](C=2N(CC1)C(=NC2)C2=NC(=NS2)C)C